3-{4-[(1S,4S,SR)-5-{[4-cyclopropyl-1-(2,6-difluorophenyl)-1H-pyrazol-5-yl]methoxy}-2-azabicyclo[2.2.1]heptan-2-yl]-3-fluorophenyl}propanoic acid C1(CC1)C=1C=NN(C1CO[C@@H]1[C@@H]2CN([C@H](C1)C2)C2=C(C=C(C=C2)CCC(=O)O)F)C2=C(C=CC=C2F)F |&1:10|